2-(5-(1H-pyrazol-4-yl)piperidin-3-yl)propan-2-ol [1-[4-[Methyl(tetrahydropyran-4-yl)amino]-5-oxido-6,7-dihydrothieno[3,2-d]pyrimidin-5-ium-2-yl]azetidin-3-yl]-2-methylbenzoat CN(C=1C2=C(N=C(N1)N1CC(C1)C=1C(=C(C(=O)OC(C)(C)C3CNCC(C3)C=3C=NNC3)C=CC1)C)CC[S+]2[O-])C2CCOCC2